C(C)(C)(C)OC(=O)[C@@H]1CCCC=2N1C(N(N2)CCC2=CC=C(C=C2)C)=O tert-Butyl-(5S)-2-[2-(4-methylphenyl)ethyl]-3-oxo-2,3,5,6,7,8-hexahydro[1,2,4]triazolo[4,3-a]pyridine-5-carboxylate